1-methyl-3-(3-(1-methyl-1H-pyrazol-4-yl)isoquinolin-8-yl)-2-oxo-2,3-dihydro-1H-benzo[d]imidazole-5-carboxylic acid CN1C(N(C2=C1C=CC(=C2)C(=O)O)C=2C=CC=C1C=C(N=CC21)C=2C=NN(C2)C)=O